Hexane-1,6-diylbis(12-hydroxyoctadecanoate) C(CCCCCC(C(=O)[O-])CCCCCCCCCC(CCCCCC)O)C(C(=O)[O-])CCCCCCCCCC(CCCCCC)O